CS(=O)(=O)N[C@@H](CC(C)C)C(=O)N[C@@H](CC1=CC=CC=C1)C(=O)O methylsulfonyl-L-leucylphenylalanine